N-(2-oxo-2-((3-phenylprop-2-yn-1-yl)amino)ethyl)acetamide O=C(CNC(C)=O)NCC#CC1=CC=CC=C1